N-acetyl-E-cysteine C(C)(=O)N[C@@H](CS)C(=O)O